BrC=1C=C(C=CC1F)NC(=NO)C1=NON=C1NCCN1S(N=CC1)(=O)=O N-(3-bromo-4-fluorophenyl)-4-((2-(1,1-dioxo-1,2,5-thiadiazol-2-yl)ethyl)amino)-N'-hydroxy-1,2,5-oxadiazol-3-formamidine